CN(C1(CCC2(CN(C(N2CC2(CCC2)O)=O)CC2=CC(=CC=C2)OC)CC1)C1=CC=CC=C1)C cis-8-dimethylamino-1-[(1-hydroxy-cyclobutyl)-methyl]-3-[(3-methoxyphenyl)-methyl]-8-phenyl-1,3-diazaspiro[4.5]decan-2-one